(S)-2-((2-ethoxyphenoxy)methyl)morpholine HCl Cl.C(C)OC1=C(OC[C@@H]2CNCCO2)C=CC=C1